The molecule is a sulfonium compound that is the conjugate acid of S-methyl-L-methioninate. It has a role as a Saccharomyces cerevisiae metabolite and an Escherichia coli metabolite. It is a conjugate acid of a S-methyl-L-methioninate. It is a tautomer of a S-methyl-L-methionine zwitterion. C[S+](C)CC[C@@H](C(=O)O)N